ClC1=CC2=C(N(N=C2C=C1)C1=CC=CC=C1)C1=CC=CC=C1 5-chloro-2,3-diphenyl-2H-indazole